C(=O)(OCC1C2=CC=CC=C2C2=CC=CC=C12)N[C@@H](CCCCN)C(=O)O fmoc-lysyl alcohol